(9S)-12-(4-Acetylphenyl)-9-hydroxy-4-thia-2,12-diazatricyclo[7.3.0.03,7]dodeca-1,3(7),5-trien-8-on C(C)(=O)C1=CC=C(C=C1)N1CC[C@]2(C(C=3C=CSC3N=C12)=O)O